ClC1=CC=2C(NCC3=C(N=CN3C2C=C1)C(=O)OCC)=O ethyl 12-chloro-9-oxo-2,4,8-triazatricyclo[8.4.0.02,6]tetradeca-1(10),3,5,11,13-pentaene-5-carboxylate